(R)-azetidin-2-ylmethanol N1[C@H](CC1)CO